N1=CC=C(C=C1)C1=C2C=CC(C(=C3C=CC(=C(C=4C=CC(=C(C5=CC=C1N5)C5=CC=NC=C5)N4)C4=CC=NC=C4)N3)C3=CC=NC=C3)=N2 tetra-4-pyridyl-21H,23H-porphyrine